BrC1=C(C#N)C=CC(=C1F)OC 2-bromo-3-fluoro-4-methoxybenzonitrile